C(#C)C1=CC=C(CNC(=O)[C@H]2N(C[C@@H](C2)O)C([C@H](C(C)(C)C)N(C(OC2=CC=CC=C2)=O)C)=O)C=C1 Phenyl ((S)-1-((2S,4R)-2-((4-ethynylbenzyl)carbamoyl)-4-hydroxypyrrolidin-1-yl)-3,3-dimethyl-1-oxobutan-2-yl)(methyl)carbamate